OCC(CO)OCC(COC(CO)CO)(COC(CO)CO)NC(NCCCCCC(=O)O)=O 6-(3-(1,3-bis((1,3-dihydroxypropan-2-yl)oxy)-2-(((1,3-dihydroxypropan-2-yl)oxy)methyl)propan-2-yl)ureido)hexanoic acid